2-(5-chloro-2-cyanophenyl)-N-(4-(((6-cyclopropyl-8-(2-oxopyrrolidin-1-yl)imidazo[1,2-a]pyridin-2-yl)methyl)amino)pyridin-2-yl)cyclopropane-1-carboxamide ClC=1C=CC(=C(C1)C1C(C1)C(=O)NC1=NC=CC(=C1)NCC=1N=C2N(C=C(C=C2N2C(CCC2)=O)C2CC2)C1)C#N